CN1N=CC(=C1)NC1=CC=C2C(=N1)C(=CS2)C2=CC=NC=C2 N-(1-methyl-1H-pyrazol-4-yl)-3-(pyridin-4-yl)thieno[3,2-b]pyridin-5-amine